OC1(CN(CC1)CC1=CC(=NC=C1)C=1C=C2CN(C(C2=CC1)=O)C1C(NC(CC1)=O)=O)C1=CC=CC=C1 3-(5-(4-((3-hydroxy-3-phenylpyrrolidin-1-yl)methyl)pyridin-2-yl)-1-oxoisoindolin-2-yl)piperidine-2,6-dione